C(C)(C)(C)OC(=O)N1[C@H](CN[C@@H](C1)C)C1=CC(=CC=C1)Br.C[C@H]1NC[C@@H](N(C1)C(=O)OC(C)(C)C)C1=CC(=CC=C1)N1CCN(CC1)C (2S,5R)-tert-butyl 5-methyl-2-(3-(4-methylpiperazin-1-yl)phenyl)piperazine-1-carboxylate tert-Butyl-(2S,5R)-2-(3-bromophenyl)-5-methyl-piperazine-1-carboxylate